6'-chloro-r-(1-(oxetan-3-yl)-1H-pyrazol-4-yl)-2'-oxo-1,3-dihydrospiro[indene-2,3'-indoline]-5-carboxylic acid ClC1=CC=C2[C@@]3(C(N(C2=C1)C=1C=NN(C1)C1COC1)=O)CC1=CC=C(C=C1C3)C(=O)O